N-{cyclooctyl-[4-fluoro-6-(piperidin-4-ylmethyl)-1H-benzoimidazol-2-yl]methyl}-3-methylisoxazole-4-carboxamide C1(CCCCCCC1)C(NC(=O)C=1C(=NOC1)C)C1=NC2=C(N1)C=C(C=C2F)CC2CCNCC2